2-[3-(4-hydroxy-1H-pyrazol-1-yl)-1-methylazetidin-3-yl]acetonitrile OC=1C=NN(C1)C1(CN(C1)C)CC#N